C(C)(C)(C)N1[C@@H](CC[C@@H](C1)NC(COC1=CC(=C(C=C1)Cl)F)=O)C(=O)NN tert-butyl-(2S,5S)-5-[2-(4-chloro-3-fluoro-phenoxy)acetamido]-2-(hydrazine-carbonyl)piperidine